FC(C1=C(C=CC=2N(N=NC21)C)/C=C/C(=O)OCC)F (E)-Ethyl 3-(4-(difluoromethyl)-1-methyl-1H-benzo[d][1,2,3]triazol-5-yl)acrylate